NC=1C=C(C=CC1F)C1(CC1N[S@](=O)C(C)(C)C)C1=CC(=CC=C1)C#N (R)-N-((-)-1-(3-amino-4-fluorophenyl)-1-(3-cyanophenyl)-3-cyclopropyl)-2-methylpropane-2-sulfinamide